(N-methylmethylsulfonamido)-N-(4-((3-oxo-4-(4-(trifluoromethyl)thiazol-2-yl)piperazin-1-yl)sulfonyl)phenyl)benzamide CN(S(=O)(=O)C)C1=C(C(=O)NC2=CC=C(C=C2)S(=O)(=O)N2CC(N(CC2)C=2SC=C(N2)C(F)(F)F)=O)C=CC=C1